3-amino-1-methyl-cyclobutanol NC1CC(C1)(O)C